2,2-Difluoro-2-(1,4,8-trioxaspiro[4.5]decane-7-yl)ethane-1-amine FC(CN)(C1CC2(OCCO2)CCO1)F